C(C)(C)(C)OC[C@@H](C(=O)O)NC(=O)OCC1C2=CC=CC=C2C=2C=CC=CC12 (2S)-3-tert-butoxy-2-(9H-fluoren-9-ylmethoxycarbonylamino)propionic acid